4-(5,5-Difluoro-4-hydroxy-4-methyl-3-(trifluoromethyl)-5,6-dihydrocyclopenta[b]pyrrol-1(4H)-yl)-2-hydroxybenzonitrile FC1(C(C2=C(N(C=C2C(F)(F)F)C2=CC(=C(C#N)C=C2)O)C1)(C)O)F